3-(trifluoromethyl)benzylthiol C1=CC(=CC(=C1)C(F)(F)F)CS